(±)-1-(4-chloro-3-(2,2,2-trifluoroethoxy)phenyl)ethan-1-amine ClC1=C(C=C(C=C1)[C@@H](C)N)OCC(F)(F)F |r|